C(#N)C1=C(C=C(C=C1)N1C(N(C2(CCC2)C1=O)C1=CC=C(C=C1)CCC(=O)OC)=S)C(F)(F)F methyl 3-{4-[7-(4-cyano-3-trifluoromethylphenyl)-8-oxo-6-thioxo-5,7-diazaspiro[3.4]oct-5-yl]-phenyl}-propionate